4-chloro-2-((4-fluoro-2-methylphenyl)amino)-N-(6-methoxy-2-methylpyridin-3-yl)benzamide ClC1=CC(=C(C(=O)NC=2C(=NC(=CC2)OC)C)C=C1)NC1=C(C=C(C=C1)F)C